C(CCCCCC(=O)[O-])(=O)OCCC\C=C/CCCCC O1-[(Z)-dec-4-enyl] heptanedioate